C[C@@]12C(CC[C@H]1[C@@H]1CCC3=CC(C=C[C@]3(C)[C@H]1CC2)=O)=O androstane-1,4-di-ene-3,17-dione